OP(O)OP(O)O.C(C)(C)(C)C1=C(C(=CC(=C1)C)C(C)(C)C)CCCCCCCCCCCCCCCCCCC(O)C(CO)(CO)CO (2,6-di-tert-butyl-4-methylphenyl)stearyl-pentaerythritol diphosphite